ClC=1C=C(C=NC1)[C@@H]1CCC2=NN(C(N21)=O)C2=CC=C(C=C2)F (S)-5-(5-chloropyridin-3-yl)-2-(4-fluorophenyl)-2,5,6,7-tetrahydro-3H-pyrrolo[2,1-c][1,2,4]triazol-3-one